CC1=CN=C(S1)C(=O)N 5-methyl-thiazole-2-carboxylic acid amide